CN(C1CCCCC1)C Di-methylcyclohexylamin